2,4,6-trimethylbenzyl-diphenyl-phosphorus oxide CC1=C(CP(C2=CC=CC=C2)(C2=CC=CC=C2)=O)C(=CC(=C1)C)C